6-Chloro-8-(4-methoxy-3-methoxymethyl-phenyl)-1-methyl-9H-pyrido[3,4-b]indole ClC=1C=C2C3=C(NC2=C(C1)C1=CC(=C(C=C1)OC)COC)C(=NC=C3)C